2-methacryloylthio-n-butylthio-5-isopropylthio-1,3,4-thiadiazole C(C(=C)C)(=O)SC(CSC=1SC(=NN1)SC(C)C)CC